7-{3-[(5,6-Dimethoxypyridin-2-yl)carbamoyl]azetidin-1-yl}-6-fluoro-4-oxo-1-(1,2,4-thiadiazol-5-yl)-1,4-dihydro-1,8-naphthyridine-3-carboxylic acid COC=1C=CC(=NC1OC)NC(=O)C1CN(C1)C1=C(C=C2C(C(=CN(C2=N1)C1=NC=NS1)C(=O)O)=O)F